sodium stannic disulfide [Sn](=S)=S.[Na]